NC1=NC=CC2=C1C(=NN2C=2C=CC(=NC2)N2CCN(CC2)C(=O)OC(C)(C)C)C2=CC=C(C=C2)CNC(C2=C(C=CC(=C2)F)OC)=O tert-butyl 4-(5-(4-amino-3-(4-((5-fluoro-2-methoxybenzamido)methyl)phenyl)-1H-pyrazolo[4,3-c]pyridin-1-yl)pyridin-2-yl)piperazine-1-carboxylate